2-((2-(2-(Diallylamino)ethyl)benzyl)amino)acetic acid methyl ester COC(CNCC1=C(C=CC=C1)CCN(CC=C)CC=C)=O